7-(6-(methylcarbamoyl)pyridin-3-yl)-2,7-diazaspiro[3.5]nonane-2-carboxylic acid tert-butyl ester C(C)(C)(C)OC(=O)N1CC2(C1)CCN(CC2)C=2C=NC(=CC2)C(NC)=O